3-fluoro-2-(((1r,4r)-4-methylcyclohexyl)oxy)pyridine FC=1C(=NC=CC1)OC1CCC(CC1)C